2-(2-hydroxy-4-ethoxyphenyl)2H-benzotriazole-5-carboxylic acid 2-ethylhexyl ester C(C)C(COC(=O)C1=CC=2C(=NN(N2)C2=C(C=C(C=C2)OCC)O)C=C1)CCCC